N-(2-chloroethyl)morpholine HCl salt Cl.ClCCN1CCOCC1